4-(((4-fluorotetrahydro-2H-pyran-4-yl)methyl)amino)-3-nitrobenzenesulfonamide FC1(CCOCC1)CNC1=C(C=C(C=C1)S(=O)(=O)N)[N+](=O)[O-]